C(C)(C)(C)C1=CC=C(C=C1)SC1=CC=C(C=C1)[S+](C1=CC=C(C=C1)F)C1=CC=C(C=C1)F 4-(4-tert-butylphenylthio)phenylbis(4-fluorophenyl)sulfonium